1-bromo-2-(3-bromoprop-1-en-1-yl)benzene BrC1=C(C=CC=C1)C=CCBr